N-((4,6-dimethyl-2-oxo-1,2-dihydropyridin-3-yl)methyl)-3-(((1r,4r)-4-(dimethylamino)cyclohexyl)(ethyl)amino)-2-methyl-5-(pyrimidin-5-yl)benzamide TFA salt OC(=O)C(F)(F)F.CC1=C(C(NC(=C1)C)=O)CNC(C1=C(C(=CC(=C1)C=1C=NC=NC1)N(CC)C1CCC(CC1)N(C)C)C)=O